N-tert-butyl-4-[[2-[2-(difluoromethyl)phenyl]acetyl]amino]pyridine-2-carboxamide C(C)(C)(C)NC(=O)C1=NC=CC(=C1)NC(CC1=C(C=CC=C1)C(F)F)=O